(9-(4-amino-5-(pyrimidin-2-yl)-7H-pyrrolo[2,3-d]pyrimidin-6-yl)-3-azaspiro[5.5]undec-8-en-3-yl)prop-2-en-1-one NC=1C2=C(N=CN1)NC(=C2C2=NC=CC=N2)C2=CCC1(CCN(CC1)C(C=C)=O)CC2